CC/C=C\\C/C=C\\CC(=O)/C=C/C=C\\C/C=C\\C/C=C\\CCC(=O)O The molecule is an oxo fatty acid that consists of (4Z,7Z,10Z,12E,16Z,19Z)-docosahexaenoic acid carrying a single oxo substituent at position 14. It has a role as a human xenobiotic metabolite. It is an enone and an oxodocosahexaenoic acid. It is a conjugate acid of a 14-oxo-DoHE(1-).